menthenol C1(=CC(C(CC1)C(C)C)O)C